ClC1=C(C=CC=C1)C=1SC2=C(N1)CC[C@@]1([C@H]3CC[C@]4([C@H]([C@@H]3C[C@@H]([C@H]12)O)CCC4=O)C)C (5aR,5bS,7aS,10aS,10bR,12S,12aS)-2-(2-chlorophenyl)-12-hydroxy-5a,7a-dimethyl-4,5,5a,5b,6,7,7a,9,10,10a,10b,11,12,12a-tetradecahydro-8H-cyclopenta[7,8]phenanthro[2,1-d]thiazol-8-one